1-(4-fluorobenzyl)-6-methylisoquinolin-5-amine FC1=CC=C(CC2=NC=CC=3C(=C(C=CC23)C)N)C=C1